BrC1=C(C(=CC=C1)O)C1=C(C2=C(CN3[C@@H](CO2)CN(CC3)C(C=C)=O)C=C1F)F 1-[(12aR)-9-(2-bromo-6-hydroxyphenyl)-8,10-difluoro-3,4,12,12a-tetrahydro-6H-pyrazino[2,1-c][1,4]benzoxazepin-2(1H)-yl]prop-2-en-1-one